C[C@@]1(OC2=C(O1)C=CC=C2C2=CCC(OC2)CC2=NC1=C(N2C[C@H]2OCC2)C=C(C=C1)C(=O)O)C1=NC=C(C=C1)C(F)(F)F 2-((5-((R)-2-methyl-2-(5-(trifluoromethyl)pyridin-2-yl)benzo[d][1,3]dioxol-4-yl)-3,6-dihydro-2H-pyran-2-yl)methyl)-1-(((S)-oxetan-2-yl)methyl)-1H-benzo[d]imidazole-6-carboxylic acid